(S)-4-(4-(2-methyl-4-(pyridin-2-yl)piperazin-1-yl)quinazolin-6-yl)pyridin-2-amine C[C@@H]1N(CCN(C1)C1=NC=CC=C1)C1=NC=NC2=CC=C(C=C12)C1=CC(=NC=C1)N